6,7-difluoro-1-methylquinoxaline-2(1H)-one FC=1C=C2N=CC(N(C2=CC1F)C)=O